OCCN(CCO)CCCCCCCCCCCCC N,N-bis(2-hydroxyethyl)tridecyl-amine